ClC1=CC=C(C(=N1)N)SC 6-Chloro-3-(methylthio)pyridin-2-amine